(S)-N-(5-((E)-2-cyclopropylvinyl)pyridin-2-yl)-2-((S)-4,4-difluoro-3-(6-oxo-1,6-dihydropyridin-3-yl)piperidin-1-yl)propionamide C1(CC1)/C=C/C=1C=CC(=NC1)NC([C@H](C)N1C[C@@H](C(CC1)(F)F)C1=CNC(C=C1)=O)=O